4-(5-(4-formylphenyl)-3-(trifluoromethyl)-1H-pyrazol-1-yl)benzenesulfonamide C(=O)C1=CC=C(C=C1)C1=CC(=NN1C1=CC=C(C=C1)S(=O)(=O)N)C(F)(F)F